ClC=1C(=CC2=C(CC(O2)C=2C=C(C(=O)O)C=CC2)C1)Cl m-(5,6-dichloro-2,3-dihydro-1-benzofuran-2-yl)benzoic acid